3,3,5-trimethyl-5-isocyanato-methylcyclohexane diisocyanate [N-]=C=O.[N-]=C=O.CC1(CC(CC(C1)(N=C=O)C)C)C